Cl.O=C1NC=2CCNCC2C=C1C(=O)N 2-oxo-1,2,5,6,7,8-hexahydro-1,6-naphthyridine-3-carboxamide hydrochloride